ClC=1CC2C(CCC(C2=CC1)C(=O)[O-])(C)C 6-chloro-4,4-dimethyl-tetrahydronaphthalene-1-carboxylate